N-cycloheptyl-4-(4-isopropylphenyl)pyridineamide C1(CCCCCC1)NC(=O)C1=NC=CC(=C1)C1=CC=C(C=C1)C(C)C